(E)-4-cyclopentylbut-3-ene C1(CCCC1)/C=C/CC